3-(((3R,4R)-1-(2,5-dimethylpyrimidin-4-yl)-3-fluoropiperidin-4-yl)oxy)benzonitrile CC1=NC=C(C(=N1)N1C[C@H]([C@@H](CC1)OC=1C=C(C#N)C=CC1)F)C